1-(4-(6-((5-fluoro-4-(6-methylimidazo[1,2-a]pyridin-3-yl)pyrimidin-2-yl)amino)pyridin-3-yl)piperazin-1-yl)ethan-1-one FC=1C(=NC(=NC1)NC1=CC=C(C=N1)N1CCN(CC1)C(C)=O)C1=CN=C2N1C=C(C=C2)C